ClC=1C=C(C=CC1OC1CNCCC1)NC1=C2C=C(NC2=C(C=C1)F)C(=O)O 4-((3-chloro-4-(piperidin-3-yloxy)phenyl)amino)-7-fluoro-1H-indole-2-carboxylic acid